FC1(CCC2=C1N=C(N=C2C2=CC=C1C(=C2)COCC12NC(CC2)=O)N2[C@H]([C@@H](C2)O)C)F 7-(7,7-difluoro-2-((2S,3R)-3-hydroxy-2-methylazetidin-1-yl)-6,7-dihydro-5H-cyclopenta[d]pyrimidin-4-yl)spiro[isochromane-4,2'-pyrrolidin]-5'-one